CC(CC[Si](OC)(OC)CCC(C)C)C bis(3-methylbutyl)-dimethoxysilane